C(C)(C)(C)OC(=O)N1CC(C1)(C(=O)[O-])CCCN[C@@H](C(C)C)C(=O)OC(C)(C)C tert-butoxycarbonyl-3-[3-[[(1S)-1-tert-butoxycarbonyl-2-methyl-propyl]amino]propyl]azetidine-3-carboxylate